FC1=CC=C(C=N1)C#CCNC(OC(C)(C)C)=O tert-butyl (3-(6-fluoropyridin-3-yl)prop-2-yn-1-yl)carbamate